COC1=C(C=CC(=C1)OC(F)(F)F)O 2-methoxy-4-(trifluoromethoxy)phenol